METHANOCHROMENE O1C2C(=CC3=CC=CC=C13)C2